(4-methoxy-1H-pyrazol-5-yl)methanone COC=1C=NNC1C=O